6-methoxy-3-methyl-1H-pyrazolo[3,4-b]pyridine-5-carboxylic acid ethyl ester C(C)OC(=O)C=1C=C2C(=NC1OC)NN=C2C